O=C(CCC(C(=O)N)NC(=O)C1=NC=CN=C1)C(=O)N 5-oxo-2-(pyrazine-2-carboxamido)hexanediamide